CC(C)CCC[C@@H](C)[C@H]1C[C@H]([C@H]2[C@@H]3CC[C@H]4C[C@H](CC[C@]4(C)[C@H]3CC[C@]12C)O)O 5α-cholestane-3β,15β-diol